5-((tert-butoxycarbonyl)amino)pentyl 4-methylbenzenesulfonate CC1=CC=C(C=C1)S(=O)(=O)OCCCCCNC(=O)OC(C)(C)C